galloyl gallate C(C1=CC(O)=C(O)C(O)=C1)(=O)OC(C1=CC(O)=C(O)C(O)=C1)=O